NC=1C=NOC1 4-aminoisoxazole